chloro(diisopropylamino)(2-cyanoethoxy)phosphine ClP(OCCC#N)N(C(C)C)C(C)C